C(#N)C=1C=C(C(=NC1)OC)S(=O)(=O)NC1=C(C(=C(C=C1)F)[C@H]1CCC=2N(C1)C=NC2C2=NN=C(N2)C)F 5-cyano-N-[2,4-difluoro-3-[(6R)-1-(5-methyl-4H-1,2,4-triazol-3-yl)-5H,6H,7H,8H-imidazo[1,5-a]pyridin-6-yl]phenyl]-2-methoxypyridine-3-sulfonamide